C(CCC)NC=1N=CC2=C(N(C(C=3C=C(C=CC23)N2CCN(CC2)C)=O)C2CCC(CC2)(C)O)N1 trans-3-(Butylamino)-5-(4-hydroxy-4-methylcyclohexyl)-8-(4-methylpiperazin-1-yl)pyrimido[4,5-c]isoquinolin-6(5H)-one